tert-butyl (3s,4r)-4-(4-chloroanilino)-3-methyl-piperidine-1-carboxylate ClC1=CC=C(N[C@H]2[C@H](CN(CC2)C(=O)OC(C)(C)C)C)C=C1